FC1=CC=C(C=C1)C(C)N1N=CC(=C1)C1=CC=CC(=N1)C1=C(C=2N(C=C1)N=C(N2)N)OC 7-(6-(1-(1-(4-fluorophenyl)ethyl)-1H-pyrazol-4-yl)pyridin-2-yl)-8-methoxy-[1,2,4]-triazolo[1,5-a]pyridin-2-amine